C(C(C(=O)F)(F)F)(F)F Tetrafluoropropionyl fluoride